(αS)-α-methyl-cyclopropanemethylamine hydrochloride Cl.C[C@H](N)C1CC1